(3-fluoro-4-propoxy-phenyl)boronic acid FC=1C=C(C=CC1OCCC)B(O)O